2,5-dichlorophenyl-pyrazine ClC1=C(C=C(C=C1)Cl)C1=NC=CN=C1